4-Chloro-5-iodo-2-methyl-7-{[2-(trimethylsilyl)ethoxy]methyl}-7H-pyrrolo[2,3-d]pyrimidine ClC=1C2=C(N=C(N1)C)N(C=C2I)COCC[Si](C)(C)C